FC=1C(=NC(=NC1)NC1=CC=C(C=C1)OCCOC)NCCC(=O)NO 3-((5-fluoro-2-((4-(2-methoxyethoxy)phenyl)amino)pyrimidin-4-yl)amino)-N-hydroxypropionamide